5-chloro-1-(4-methoxybenzyl)-1H-1,2,3-triazole-4-carboxylic acid methyl ester COC(=O)C=1N=NN(C1Cl)CC1=CC=C(C=C1)OC